4-[1-[(6-methylimidazo[1,2-a]pyridin-2-yl)methyl]triazol-4-yl]-1H-indazol-3-amine CC=1C=CC=2N(C1)C=C(N2)CN2N=NC(=C2)C2=C1C(=NNC1=CC=C2)N